5H-(1)benzopyrano(2,3-d)pyrimidin N1=CN=CC2=C1OC1=C(C2)C=CC=C1